S(N)(OCCC=1N(C2=CC=CC=C2C1CN1CCCC1)C1CCN(CC1)[C@@H]1CC[C@@H](CC1)C(C)C)(=O)=O 2-(1-(1-(cis-4-isopropylcyclohexyl) piperidin-4-yl)-3-(pyrrolidin-1-ylmethyl)-1H-indol-2-yl)ethyl sulfamate